1,2-Bis(2-amino-ethylamino)ethane NCCNCCNCCN